CS(=O)(=O)OC1=C(C=CC(=C1)NC([C@H](CCCNC(=O)N)NC([C@H](C(C)C)NC(=O)OCC1C2=CC=CC=C2C=2C=CC=CC12)=O)=O)COC(=O)OC1=CC=C(C=C1)[N+](=O)[O-].[Na] Sodium [5-[[(2S)-2-[[(2S)-2-(9H-fluoren-9-ylmethoxycarbonylamino)-3-methyl-butanoyl] amino]-5-ureido-pentanoyl] amino]-2-[(4-nitrophenoxy)carbonyloxymethyl]phenyl] methanesulfonate